Cl.ClC=1C(=C(C(=O)OCCCCN(C)C)C(=CC1)Cl)OC 4-(dimethylamino)butyl 3,6-dichloro-2-methoxybenzoate hydrochloride